N1=C2C(=NC=C1)NC(C=C2)=O pyrido[2,3-b]pyrazin-6(5H)-one